2-(4-Methoxybenzyl)-7-Methyl-2-Azaspiro[3.5]Nonan-1-One COC1=CC=C(CN2C(C3(C2)CCC(CC3)C)=O)C=C1